1-(2,5-dimethoxy-4-methylphenyl)-N-[(2-methoxyphenyl)methyl]Butane-2-amine COC1=C(C=C(C(=C1)C)OC)CC(CC)NCC1=C(C=CC=C1)OC